OC=1CCCC1C 2-Hydroxy-3-methyl-2-cyclopenten